2-Bromo-N-methyl-1H-indole-6-carboxamide BrC=1NC2=CC(=CC=C2C1)C(=O)NC